OC1=C(C=2C=CC(=C(C2C=C1)C=O)O)C=O 2,6-dihydroxynaphthalene-1,5-dialdehyde